4-(8-Hydroxyoct-1-yn-1-yl)-N,N-dipropylbenzenesulfonamide OCCCCCCC#CC1=CC=C(C=C1)S(=O)(=O)N(CCC)CCC